OC[C@H](C1=CC=CC=C1)NC1=NC(=NC=C1C(=O)OCC)NC1=CC(=C(C=C1)S(=O)(=O)C)C ethyl 4-{[(1S)-2-hydroxy-1-phenylethyl]amino}-2-{[3-methyl-4-(methylsulfonyl)phenyl]-amino}pyrimidine-5-carboxylate